(R)-N-{1-[3-amino-5-(trifluoromethyl)phenyl]ethyl}-2-methyl-6-(1-allylpiperidin-4-yl)-7,8-dihydro-6H-pyrrolo[2,3-g]quinazolin-4-amine NC=1C=C(C=C(C1)C(F)(F)F)[C@@H](C)NC1=NC(=NC2=CC3=C(C=C12)N(CC3)C3CCN(CC3)CC=C)C